C1(=C(C(=CC=C1)C(=O)Cl)C(=O)Cl)C1=CC=CC=C1 biphenyldicarbonyl dichloride